CC(C)C(CCC[O-])(CCC[O-])C(C)C 4,4-bis(1-methyl-ethyl)-1,7-heptanediolAt